C(C)(C)(C)OC(NCCC1=CC=C(C=C1)NC1C=2C=CN=CC2CCC1)=O (4-((5,6,7,8-tetrahydroisoquinolin-5-yl)amino)phenethyl)carbamic acid tert-butyl ester